Dihexyl adipate C(CCCCC(=O)OCCCCCC)(=O)OCCCCCC